ClC=1C=C2C3=C(NC2=C(C1)NC)N=CC(=C3N3CC(OCC3)CN(C)C)C=3C=C1C(C(=CN(C1=NC3)C)C(=O)O)=O 6-(6-chloro-4-(2-((dimethylamino)methyl)morpholino)-8-(methylamino)-9H-pyrido[2,3-b]indol-3-yl)-1-methyl-4-oxo-1,4-dihydro-1,8-naphthyridine-3-carboxylic acid